(2-(1H-indol-3-yl)-1H-imidazol-4-yl)(3,4-dimethoxy-5-(trideuteromethoxy)phenyl)methanone N1C=C(C2=CC=CC=C12)C=1NC=C(N1)C(=O)C1=CC(=C(C(=C1)OC([2H])([2H])[2H])OC)OC